N(=[N+]=[N-])C(CC1=C(C=C(C=C1OC)O[Si](C1=CC=CC=C1)(C1=CC=CC=C1)C(C)(C)C)OC)C 2-(2-azidopropyl)-5-tert-butyldiphenylsilyloxy-1,3-dimethoxybenzene